α-L-Rhamnopyranosyl-(1→2)-β-D-glucopyranosyl-(1→4)-D-galactose [C@@H]1([C@H](O)[C@H](O)[C@@H](O)[C@@H](O1)C)O[C@H]1[C@@H](O[C@@H]([C@H]([C@@H]1O)O)CO)O[C@H]([C@@H]([C@H](C=O)O)O)[C@H](O)CO